(2S)-2-methyl-4-(2-oxo-3H-1,3-benzoxazol-6-yl)piperazine-1-carboxylic acid tert-butyl ester C(C)(C)(C)OC(=O)N1[C@H](CN(CC1)C1=CC2=C(NC(O2)=O)C=C1)C